C(CCC)[S@](=O)OCC Ethyl (R)-butane-1-sulfinate